4-amino-7-(difluoromethoxy)-1-(2-methylphenyl)pyrido[2,3-d]Pyrimidin-2-one NC=1C2=C(N(C(N1)=O)C1=C(C=CC=C1)C)N=C(C=C2)OC(F)F